2-benzyl-2-dimethylamino-1-(4-dimethylaminophenyl)-butan-1-one C(C1=CC=CC=C1)C(C(=O)C1=CC=C(C=C1)N(C)C)(CC)N(C)C